C(#N)[C@@H]1C[C@@]2(CN1C([C@H](CC1CC1)NC([C@H](C1CCC1)NC(C(F)(F)F)=O)=O)=O)C(NC1=CC=CC=C12)=O N-((S)-2-(((S)-1-((3R,5'S)-5'-cyano-2-oxospiro[indoline-3,3'-pyrrolidine]-1'-yl)-3-cyclopropyl-1-oxopropan-2-yl)amino)-1-cyclobutyl-2-oxoethyl)-2,2,2-trifluoroacetamide